(1S,1'S,2S,2'S,4S,4'S)-2,2'-(oxybis(methylene))bis(2-(methoxymethyl)quinuclidin-3-one) O(C[C@@]1(N2CCC(C1=O)CC2)COC)C[C@@]2(N1CCC(C2=O)CC1)COC